N-{[6-(aminomethyl)imidazo[1,2-a]pyridin-2-yl]methyl}-4-oxo-4H-pyrido[1,2-a]pyrimidine-2-carboxamide NCC=1C=CC=2N(C1)C=C(N2)CNC(=O)C=2N=C1N(C(C2)=O)C=CC=C1